5-Bromo-6-(2-chloro-5-fluorophenyl)-7-(4-methoxybenzyl)-6,7-dihydroimidazo[4,5-e]isoindol-8(3H)-one BrC=1C=C2C(=C3C(N(C(C13)C1=C(C=CC(=C1)F)Cl)CC1=CC=C(C=C1)OC)=O)N=CN2